(1S,2S)-N-(6-(5-chloro-7-((1,1-difluoropropan-2-yl)amino)-6-fluoro-1H-indazol-4-yl)imidazo[1,2-a]pyrazin-2-yl)-2-fluorocyclopropane-1-carboxamide ClC=1C(=C2C=NNC2=C(C1F)NC(C(F)F)C)C=1N=CC=2N(C1)C=C(N2)NC(=O)[C@H]2[C@H](C2)F